rel-((3S,7aS)-3-(((tert-butyldimethylsilyl)oxy)methyl)tetrahydro-1H-pyrrolizin-7a(5H)-yl)methanol [Si](C)(C)(C(C)(C)C)OC[C@@H]1CC[C@@]2(CCCN12)CO |o1:9,12|